C(C=C)(=S)O.FC(C(=O)N1CC(C1)C=1C=C(C2=C(N(C=N2)C)C1)C1=CC=C(C=C1)OC(F)(F)F)=C 2-Fluoro-1-(3-(1-methyl-4-(4-(trifluoromethoxy)phenyl)-1H-benzo[d]imidazol-6-yl)azetidin-1-yl)prop-2-en-1-one Thioacrylate